S([O-])([O-])=O Sulphurite